NC(C(=O)O)CCC1=CC(=C(C=C1)OC)C(NC)=O 2-Amino-4-(4-methoxy-3-(methylcarbamoyl)phenyl)butanoic acid